COC(COC=C(CCCCCCCCC)C)=O ((2-methylundec-1-en-1-yl)oxy)acetic acid methyl ester